ClC1=C(C=CC=C1)[C@H]1CC[C@H](N1C(=O)C1CCN(CC1)C1=CC=C(C=C1)[N+](=O)[O-])C(=O)O (2S,5R)-5-(2-chlorophenyl)-1-(1-(4-nitrophenyl)piperidine-4-carbonyl)pyrrolidine-2-carboxylic acid